COC1=C(C=CC=C1)N1C(C2=CC=CC=C2CC1)P(OC)(OC)=O Dimethyl (2-(2-methoxyphenyl)-1,2,3,4-tetrahydroisoquinolin-1-yl)phosphonate